(8-amino-3-((6-isopropyl-7-oxo-5,6,7,8-tetrahydro-4H-pyrazolo[1,5-d][1,4]diazepin-2-yl)amino)isoquinolin-6-yl)ethanesulfonamide NC=1C=C(C=C2C=C(N=CC12)NC1=NN2CC(N(CCC2=C1)C(C)C)=O)C(C)S(=O)(=O)N